ClC=1C=C2C(C(NC2=CC1)=O)(O)CC(=O)NC1(CCSCC1)C(=O)O 4-(2-(5-Chloro-3-hydroxy-2-oxoindolin-3-yl)acetamido)tetrahydro-2H-thiopyran-4-carboxylic acid